2-amino-5-chlorothiazole hydrochloride Cl.NC=1SC(=CN1)Cl